ClC=1N(C(C2=C(N1)N(C=C2I)COCC[Si](C)(C)C)=O)C 2-chloro-5-iodo-3-methyl-7-(2-trimethylsilylethoxymethyl)pyrrolo[2,3-d]pyrimidin-4-one